(4-azidosalicylamido)hexanoate N(=[N+]=[N-])C=1C=C(C(C(=O)NC(C(=O)[O-])CCCC)=CC1)O